tert-Butyl (4-(4-amino-7-cyclopropylpyrrolo[2,1-F][1,2,4]triazin-5-yl)-2-methoxyphenyl)carbamate NC1=NC=NN2C1=C(C=C2C2CC2)C2=CC(=C(C=C2)NC(OC(C)(C)C)=O)OC